2,2-bis(3-amino-4-hydroxyphenyl)hexafluoropropanediamine NC=1C=C(C=CC1O)C(C(N(F)F)(N)F)(C(F)(F)F)C1=CC(=C(C=C1)O)N